F[B-](F)(F)F.CN1CCCC1 N-methylpyrrolidine tetrafluoroborate